CC1(COB(O1)C=1C=C2C3(CNC2=CC1)CC(C3)(F)F)C 5'-(5,5-dimethyl-1,3,2-dioxaborolan-2-yl)-3,3-difluoro-1'H-spiro[cyclobutane-1,3'-indole]